FC1(CC(C1)C(=O)C=1N=C2C(=NC1)N(C=C2)[Si](C(C)C)(C(C)C)C(C)C)F (3,3-difluorocyclobutyl)-(5-triisopropylsilylpyrrolo[2,3-b]pyrazin-2-yl)methanone